NC1=C(C(=NN1C(C)C)C1=CC=C(C=C1)C(C)C(NC1=NOC(=C1)C1(CC1)C)=O)C(=O)N 5-Amino-1-isopropyl-3-[4-(1-[[5-(1-methylcyclopropyl)-1,2-oxazol-3-yl]carbamoyl]ethyl)phenyl]pyrazole-4-carboxamide